C1(CCC1)NS(=O)(=O)C[C@H](CC(=O)N1CC(CCC1)(F)F)NC(=O)C1=NN(C(=C1)C1=C(C=CC=C1)C(F)(F)F)C1CCCC1 N-[(2S)-1-(cyclobutylsulfamoyl)-4-(3,3-difluoropiperidin-1-yl)-4-oxobutan-2-yl]-1-cyclopentyl-5-[2-(trifluoromethyl)phenyl]-1H-pyrazole-3-carboxamide